3'-(2-(2-(1-(3-chlorophenyl)cyclopropyl)-4-oxo-3,4,5,7,8,9-hexahydro-6H-pyrimido[5,4-c]azepine-6-yl)-2-oxoethyl)-[1,1'-biphenyl]-4-carbonitrile ClC=1C=C(C=CC1)C1(CC1)C=1NC(C=2CN(CCCC2N1)C(CC=1C=C(C=CC1)C1=CC=C(C=C1)C#N)=O)=O